1-(5-tert-butyl-2H-pyrazol-3-yl)-3-[4-(5-pent-4-ynyloxy-benzimidazol-1-yl)-phenyl]-urea C(C)(C)(C)C=1C=C(NN1)NC(=O)NC1=CC=C(C=C1)N1C=NC2=C1C=CC(=C2)OCCCC#C